3-methanesulfonamidophenyl-pinacol CS(=O)(=O)NC=1C=C(C=CC1)CC(O)(C)C(C)(C)O